CC=1C=C(C=C(C1)C1=CC=CC=C1)C(C)(C)C1=CC=CC=C1 5-methyl-3-(2-phenylpropan-2-yl)-[1,1'-biphenyl]